azopyridone C1=CC(=O)N(C=C1)/N=N/N2C=CC=CC2=O